3-(5-(3-Fluorophenyl)pyridin-3-yl)-N-(1H-indazol-5-yl)-3a,4,5,6,7,7a-hexahydro-4,7-methanobenzo[d]isoxazole-7a-carboxamide FC=1C=C(C=CC1)C=1C=C(C=NC1)C1=NOC2(C1C1CCC2C1)C(=O)NC=1C=C2C=NNC2=CC1